ethyl 3-(1-(1-methyl-1H-indol-7-yl)ureido)propanoate CN1C=CC2=CC=CC(=C12)N(C(=O)N)CCC(=O)OCC